manganese (III) cyclohexane butyrate C(CCC)(=O)[O-].C1CCCCC1.[Mn+3].C(CCC)(=O)[O-].C(CCC)(=O)[O-]